C(C)(C)(C)OC(=O)N1C[C@H](CC1)[C@@H](C(=O)OC(C)(C)C)CC1=CC(=CC=C1)CBr (R)-3-((S)-3-(3-(bromomethyl)phenyl)-1-(tert-butoxy)-1-oxopropan-2-yl)pyrrolidine-1-carboxylic acid tert-butyl ester